OC1(CC(C1)C(=O)N1CCC2(CC(C2)OC2=NC(=C(C=C2)C(F)(F)F)C)CC1)C ((1s,3s)-3-Hydroxy-3-methylcyclobutyl)(2-((6-methyl-5-(trifluoromethyl)pyridin-2-yl)oxy)-7-azaspiro[3.5]nonan-7-yl)methanon